ClC1=C(OC=2C=C3C4(C(NC3=CC2)=O)C(C4)C)C(=CC(=C1)[N+](=O)[O-])Cl 5'-(2,6-dichloro-4-nitrophenoxy)-2-methylspiro[cyclopropane-1,3'-indolin]-2'-one